O=C1OC(C2=CC(=CC=C12)OC1=CC=C(C=C1)C(C)(C)C=1C=C2C(OC(C2=CC1)=O)=O)=O 5-(2-(4-((1,3-dioxo-1,3-dihydroisobenzofuran-5-yl)oxy)phenyl)propan-2-yl)isobenzofuran-1,3-dione